6-methylpyridin-3-ylboronic acid CC1=CC=C(C=N1)B(O)O